3-((6-bromo-5-fluoro-1H-benzo[d]imidazol-2-yl)amino)-N-hydroxybenzamide BrC=1C(=CC2=C(NC(=N2)NC=2C=C(C(=O)NO)C=CC2)C1)F